F[B-](F)(F)F.C1=CC(=CC2=NC=3C(=CC=CC3C=C12)[N+]#N)[N+]#N.F[B-](F)(F)F acridine-3,5-bisdiazonium tetrafluoroborate